BrC=1C=2N(C=CC1)C(=NC2)C(C)(C)N 2-(8-bromoimidazo[1,5-a]pyridin-3-yl)propane-2-amine